2-((1H-pyrazol-3-yl)methyl)-4-methyl-6-((5-oxo-4,5-dihydro-1H-1,2,4-triazol-3-yl)methyl)-4,6-dihydro-5H-thiazolo[5',4':4,5]pyrrolo[2,3-d]pyridazin-5-one N1N=C(C=C1)CC=1SC2=C(N(C=3C(N(N=CC32)CC3=NNC(N3)=O)=O)C)N1